F\C(\C(=O)NC=1C=C2C(=NC=NC2=CC1OC)NC1=C(C=C(C(=C1)C)OC1=CC=2N(C=C1)C=CN2)OC)=C/[C@@H]2N(CCC2)C (R,Z)-2-fluoro-N-(4-((4-(imidazo[1,2-a]pyridin-7-yloxy)-2-methoxy-5-methylphenyl)amino)-7-methoxyquinazolin-6-yl)-3-(1-methylpyrrolidin-2-yl)acrylamide